C1(CC1)CNC(=O)C=1SC=C(N1)C=1C=C2C(=NC1)NC(=C2)C2=CC=C(C=C2)F N-(cyclopropylmethyl)-4-(2-(4-fluorophenyl)-1H-pyrrolo[2,3-b]-pyridin-5-yl)thiazole-2-carboxamide